(S)-2-((((9H-fluoren-9-yl)methoxy)carbonyl)-amino)-3-(4,4-difluoro-cyclohexyl)propanoic acid C1=CC=CC=2C3=CC=CC=C3C(C12)COC(=O)N[C@H](C(=O)O)CC1CCC(CC1)(F)F